3-((1-benzyl-1H-tetrazol-5-yl)(4-(3,5-dichloropyridin-4-yl)piperazin-1-yl)methyl)phenol C(C1=CC=CC=C1)N1N=NN=C1C(C=1C=C(C=CC1)O)N1CCN(CC1)C1=C(C=NC=C1Cl)Cl